6-(difluoromethyl)imidazo[1,2-a]pyridine-2-carboxylic acid FC(C=1C=CC=2N(C1)C=C(N2)C(=O)O)F